C(C)(C)(C)OC(=O)N[C@H](C(=O)OC)CN1C(CCC1)=O (S)-methyl 2-(tert-butoxycarbonylamino)-3-((S)-2-oxopyrrolidinyl)propanoate